7-(diethylamino)-2-imino-2H-chromene-3-carbonitrile C(C)N(C1=CC=C2C=C(C(OC2=C1)=N)C#N)CC